C1(=CC=CC=C1)C(C)NC1=NC=NC2=CC=C(C=C12)C=1C=CC2=C(N=C(O2)N)C1 5-[4-(1-phenylethylamino)quinazolin-6-yl]-1,3-benzoxazol-2-amine